1-bromo-5-(3-hydroxyazetidine-1-carbonyl)-4,6,7,8-tetrahydro-3H-9-oxa-2-thia-4-azabenzo[cd]azulen-3-one BrC=1SC2=C3C(CCCOC13)=C(NC2=O)C(=O)N2CC(C2)O